Racemic-N-{4-[6-(1-hydroxypropyl)-4-methylpyridin-3-yl]imidazo[1,2-a]1,6-naphthyridin-8-yl}cyclopropanecarboxamide O[C@H](CC)C1=CC(=C(C=N1)C=1C=2N(C3=CC(=NC=C3C1)NC(=O)C1CC1)C=CN2)C |r|